C(N)(OC1CC2(C(N(C=3C2=NC=CC3)C3=CC=C(C=C3)C(F)(F)F)=O)C1)=O ((1s,3s)-2'-oxo-1'-(4-(trifluoromethyl) phenyl)-1',2'-dihydrospiro(cyclobutane-1,3'-pyrrolo[3,2-b]pyridin)-3-yl) carbamate